B(OC1=NC=C(C=C1)N1C=CC=2C1=NC=C(C2)C(=O)N2CCC(CC2)(F)F)[O-] (5-(5-(4,4-difluoropiperidin-1-carbonyl)-1H-pyrrolo[2,3-B]pyridin-1-yl) pyridin-2-yl) boronate